NC(C(C(CC1=CC=CC=C1)NC(=O)C=1C(=NN(C1)C)N1CCOCC1)=O)=O N-(4-AMINO-3,4-DIOXO-1-PHENYLBUTAN-2-YL)-1-METHYL-3-MORPHOLINO-1H-PYRAZOLE-4-CARBOXAMIDE